C1=CC(=C(C(=C1)O)O)O benzenetriol